4-Benzyl 1-tert-butyl 2-(((2-bromo-5-(methoxycarbonyl)benzyl)oxy)methyl)piperazine-1,4-dicarboxylate BrC1=C(COCC2N(CCN(C2)C(=O)OCC2=CC=CC=C2)C(=O)OC(C)(C)C)C=C(C=C1)C(=O)OC